C#CC#CC#C hexatriyne